C(C)(C)(C)OC(=O)N1C[C@@](CCC1)(O)C1=CC(=CC=C1)C(F)(F)F (S)-N-tert-butyloxycarbonyl-3-(3-trifluoromethylphenyl)piperidin-3-ol